FC([C@@]([C@@H](C(=O)NO)NC(C1=CC=C(C=C1)C#CC1CCC(CC1)CO)=O)(C)O)F N-((2S,3S)-4,4-difluoro-3-hydroxy-1-(hydroxyamino)-3-methyl-1-oxobutan-2-yl)-4-((4-(hydroxy-methyl)cyclohexyl)ethynyl)-benzamide